Racemic-3-(3-chloro-4-fluorobenzyl)-1-(1-(7,8-difluoro-1-oxo-1,2-dihydroisoquinolin-4-yl)ethyl)-1-methylurea ClC=1C=C(CNC(N(C)[C@H](C)C2=CNC(C3=C(C(=CC=C23)F)F)=O)=O)C=CC1F |r|